(biphenyl-4-yl)-N-[4-(9-phenyl-9H-carbazol-3-yl)phenyl]-9,9-dimethyl-9H-fluoren-2-amine C1(=CC=C(C=C1)C1=C(C=CC=2C3=CC=CC=C3C(C12)(C)C)NC1=CC=C(C=C1)C=1C=CC=2N(C3=CC=CC=C3C2C1)C1=CC=CC=C1)C1=CC=CC=C1